6-(3-cyclopropyl-4-(6-methylpyridin-2-yl)-1H-pyrazol-1-yl)spiro[3.3]heptane-2-carboxylic acid C1(CC1)C1=NN(C=C1C1=NC(=CC=C1)C)C1CC2(CC(C2)C(=O)O)C1